9,9-bis(methoxymethyl)-2,7-diisopropylfluorene COCC1(C2=CC(=CC=C2C=2C=CC(=CC12)C(C)C)C(C)C)COC